6-(isoindolin-2-ylmethyl)-3-(piperidin-4-ylmethoxy)pyridin aluminum bis(ethyl-acetoacetate) monoacetoacetate C(CC(=O)C)(=O)[O-].C(C)CC(CC(=O)[O-])=O.C(C)CC(CC(=O)[O-])=O.[Al+3].C1N(CC2=CC=CC=C12)CC1=CC=C(C=N1)OCC1CCNCC1